ClC=1C(=NC=CC1C=1C(=C(C=CC1)NC(C1=NC=C(C=C1)CNCCO)=O)C)C=1C=C2CCN(CC2=C(C1)OC)C[C@H](C)O (S)-N-(3-(3-chloro-2-(2-(2-hydroxypropyl)-8-methoxy-1,2,3,4-tetrahydroisoquinolin-6-yl)pyridin-4-yl)-2-methylphenyl)-5-(((2-hydroxyethyl)amino)methyl)picolinamide